BrC=1C=C2C(C(NC2=CC1)=O)=O 5-bromoindole-2,3-dione